O=C1SC(C(N1CC(=O)NC1=CC=C(C=C1)C)=O)=CC=1SC=CC1 2-(2,4-dioxo-5-(thiophen-2-ylmethylene)thiazolidin-3-yl)-N-(p-tolyl)acetamide